C1=CC=C2C(=C1)C3=CC=CC=C3C2(C4=CC=C(C=C4)N)C5=CC=C(C=C5)N Bis(4-aminophenyl)Fluorene